(3-fluoro-bicyclo[1.1.1]pentan-1-yl)methylamine FC12CC(C1)(C2)CN